3-[2-(5-amino-7-methoxy[1,2,4]triazolo[1,5-c]quinazolin-2-yl)cyclopropyl]-N-methylbenzamide NC1=NC=2C(=CC=CC2C=2N1N=C(N2)C2C(C2)C=2C=C(C(=O)NC)C=CC2)OC